CC1=NN(C2=CC=C(C=C12)Br)C1CCN(CC1)C(C)C Methyl-5-bromo-1-(1-isopropylpiperidin-4-yl)-1H-indazole